5-(4,4,5,5-tetramethyl-1,3,2-dioxaborolan-2-yl)-1-((2-(trimethylsilyl)ethoxy)methyl)-1H-indazole-6-carbaldehyde CC1(OB(OC1(C)C)C=1C=C2C=NN(C2=CC1C=O)COCC[Si](C)(C)C)C